N-(5-Hydroxy-2-(1-methylcyclobutyl)-4-(trimethylsilyl)phenyl)-4-oxo-1,4-dihydroquinoline-3-carboxamide OC=1C(=CC(=C(C1)NC(=O)C1=CNC2=CC=CC=C2C1=O)C1(CCC1)C)[Si](C)(C)C